(3S)-3-[(4-fluorophenoxy)methyl]-2-(2-methyl-5-phenyl-1,3-thiazole-4-carbonyl)-2-azabicyclo[3.1.1]heptane FC1=CC=C(OC[C@H]2N(C3CC(C2)C3)C(=O)C=3N=C(SC3C3=CC=CC=C3)C)C=C1